2-amino-4-cyclopropyl-nicotinonitrile NC1=C(C#N)C(=CC=N1)C1CC1